tert-butyl ((5-(4-(((3S,4R)-3-amino-1-methylpiperidin-4-yl)amino)-1-(2,2,2-trifluoroethyl)-1H-indol-2-yl)-1,3,4-thiadiazol-2-yl)methyl)carbamate N[C@H]1CN(CC[C@H]1NC1=C2C=C(N(C2=CC=C1)CC(F)(F)F)C1=NN=C(S1)CNC(OC(C)(C)C)=O)C